C(C)(C)(C)C=1C=C(CP(OCC)(OCC)[O-])C=C(C1O)C(C)(C)C diethyl 3,5-di-t-butyl-4-hydroxybenzylphosphite